4-((1-((6-cyano-5-trifluoromethylpyridin-3-yl)formyl)cyclobutyl)amino)-2-fluoro-N-methylbenzamide C(#N)C1=C(C=C(C=N1)C(=O)C1(CCC1)NC1=CC(=C(C(=O)NC)C=C1)F)C(F)(F)F